FC(C1=C(C=CC(=C1)N)C1=C(C=C(N)C=C1)C(F)(F)F)(F)F 2,2'-bis(trifluoro-methyl)benzidine